C(C1=CC=CC=C1)OC=1C=C(C(=O)N(C)C)C=CC1[N+](=O)[O-] 3-(Benzyloxy)-N,N-dimethyl-4-nitrobenzamide